ClC1=C(C=CC=C1Cl)N1CCN(CC1)CC=CC=1C=CC(=C(C1)O)OCC(C)O 5-(3-(4-(2,3-dichlorophenyl)piperazin-1-yl)prop-1-en-1-yl)-2-(2-hydroxypropoxy)phenol